Cl.C(#N)[C@@H](C)NC1=CC(=NC=C1C(=O)NC[C@H](C(C)(C)O)F)C1=CC=C2N1N=CC(=C2)C#N 4-(((R)-1-cyanoethyl)amino)-6-(3-cyanopyrrolo[1,2-b]pyridazin-7-yl)-N-((R)-2-fluoro-3-hydroxy-3-methylbutyl)nicotinamide mono-HCl salt